C(C1=CC=CC=C1)(=O)O[C@H]1[C@H](C(O)O[C@@H]1COC(C1=CC=CC=C1)=O)F 3,5-di-O-benzoyl-2-deoxy-2-fluoro-D-ribofuranose